3-[3-(2-chloro-6-methyl-4-pyridinyl)-5-piperazin-1-yl-pyrazolo[1,5-a]pyrimidin-2-yl]benzonitrile ClC1=NC(=CC(=C1)C=1C(=NN2C1N=C(C=C2)N2CCNCC2)C=2C=C(C#N)C=CC2)C